rac-(1R,2S,5R)-N-(4-(2-amino-2-oxoethyl)phenyl)-2-isopropyl-5-methylcyclohexane-1-carboxamide NC(CC1=CC=C(C=C1)NC(=O)[C@H]1[C@@H](CC[C@H](C1)C)C(C)C)=O |r|